trans-rac-(1R,2R)-2-(1-methyl-1H-pyrazol-5-yl)cyclopropane-1-carboxylic acid CN1N=CC=C1[C@H]1[C@@H](C1)C(=O)O |r|